ClC1=C(C=CC(=C1)C(F)(F)F)S(=O)(=O)N1C[C@@H]([C@@](C1)(CO)O)OC1=CC=C(C#N)C=C1 4-(((3s,4r)-1-((2-chloro-4-(trifluoromethyl)phenyl)sulfonyl)-4-hydroxy-4-(hydroxymethyl)pyrrolidin-3-yl)oxy)benzonitrile